4-[[[4-piperidinyl-pyrrolo[2,1-f][1,2,4]triazin-2-yl]thio]methyl]benzoic acid N1(CCCCC1)C1=NC(=NN2C1=CC=C2)SCC2=CC=C(C(=O)O)C=C2